OCC1(CN(C1)C(=O)OC(C)(C)C)C tert-Butyl 3-(hydroxymethyl)-3-methylazetidine-1-carboxylate